N-(2-(2-hydroxyethoxy)ethyl)-N-((2S*,4R*)-2-methyl-1-propionyl-1,2,3,4-tetrahydroquinolin-4-yl)-2-nitrobenzenesulfonamide OCCOCCN(S(=O)(=O)C1=C(C=CC=C1)[N+](=O)[O-])[C@@H]1C[C@@H](N(C2=CC=CC=C12)C(CC)=O)C |o1:19,21|